(2-chloro-3-{4-[6-(difluoromethoxy)pyridin-3-yl]-6-oxo-1,6-dihydropyrimidin-2-yl}-4-fluorobenzyl)isobutyramide ClC1=C(CC(C(=O)N)(C)C)C=CC(=C1C=1NC(C=C(N1)C=1C=NC(=CC1)OC(F)F)=O)F